ClC=1C=C(C=CC1F)NC1=NC=NC2=CC(=C(C=C12)OCCCN1CCN(CC1)CC1=C(C=CC=C1)C1C(NC(CC1)=O)=O)OC 3-(2-((4-(3-((4-((3-chloro-4-fluorophenyl)amino)-7-methoxyquinazolin-6-yl)oxy)propyl)piperazin-1-yl)methyl)phenyl)piperidine-2,6-dione